C(C)(C)(C)C1=C(C(=CC(=C1)C(C)(C)C)C1=NC2=C(N1C1=C(C=C(C=C1)C(C)(C)C)C1=CC=CC=C1)C=CC=C2C2=CC(=CC(=C2)C2=NC=CC(=C2)C2=CC=C(C=C2)F)C(C)(C)C)O 2,4-di-tert-butyl-6-(4-(3-(tert-butyl)-5-(4-(4-fluorophenyl)pyridin-2-yl)phenyl)-1-(5-(tert-butyl)-[1,1'-biphenyl]-2-yl)-1H-benzo[d]imidazol-2-yl)phenol